(chloromethyl)-3-(trifluoromethyl)isoxazole ClCC=1C(=NOC1)C(F)(F)F